ClC=1C=C2C(=C(C=NC2=CC1)C1(CCCC1)O)C(C)C 1-(6-chloro-4-isopropylquinolin-3-yl)cyclopentan-1-ol